C1(CC1)S(=O)(=O)NC=1SC=C(N1)C(C(=O)NC1=NC=C(C=C1)C1=CC(=CC=C1)OC(F)(F)F)(C)C 2-(2-(cyclopropanesulfonylamino)thiazol-4-yl)-2-methyl-N-(5-(3-(trifluoromethoxy)phenyl)pyridin-2-yl)propanamide